The molecule is a straight-chain alkane with 19 carbon atoms. It has been found as a component of essential oils isolated from Artemisia armeniaca. It has a role as a plant metabolite and a volatile oil component. CCCCCCCCCCCCCCCCCCC